4-Bromo-2-tert-butylpyridin-3-ol BrC1=C(C(=NC=C1)C(C)(C)C)O